CNC1CN(CC1)C=1N=NC(=CN1)C1=C2C=NNC2=C(C=C1)N1N=CC=C1 N-methyl-1-[6-(7-pyrazol-1-yl-1H-indazol-4-yl)-1,2,4-triazin-3-yl]pyrrolidin-3-amine